C(C)O\C(\C(CN1N=CN=C1)=O)=N/OCC(=O)OC(C)(C)C tert-butyl (Z)-2-(((1-ethoxy-2-oxo-3-(1H-1,2,4-triazol-1-yl)propylidene)amino)oxy)acetate